4-{[6-(5-chloro-2-fluorophenyl)pyridazin-4-yl]Amino}quinoline-7-carboxylic acid methyl ester COC(=O)C1=CC=C2C(=CC=NC2=C1)NC1=CN=NC(=C1)C1=C(C=CC(=C1)Cl)F